O[C@@H](C(=O)NC=1N=C(N(C1)C(=O)OC(C)C)C)CNC(=O)C1=CC(=CC=C1)C=1C=NN(C1)C Propan-2-yl 4-[(2R)-2-hydroxy-3-{[3-(1-methyl-1H-pyrazol-4-yl)phenyl]formamido}-propanamido]-2-methyl-1H-imidazole-1-carboxylate